5-(1H-imidazol-4-yl)-2-(6-(methyl(2,2,6,6-tetramethylpiperidin-4-yl)amino)pyridazin-3-yl)phenol N1C=NC(=C1)C=1C=CC(=C(C1)O)C=1N=NC(=CC1)N(C1CC(NC(C1)(C)C)(C)C)C